CN1C(CCC1=O)C(=O)NC1=CC(=CC=2OCCOC21)OC2=CC(=CC=C2)C(F)(F)F 1-Methyl-5-oxo-N-(7-(3-(trifluoromethyl)phenoxy)-2,3-dihydrobenzo[b][1,4]-dioxin-5-yl)pyrrolidine-2-carboxamide